NCC(CC(C)N)C 1,4-diamino-2-methylpentane